C(#N)C(CNC=1C(=CC=C2C=CC(=CC12)C=1N=C(SC1)C(=O)NC1CCN(CC1)C)OC)=C 4-{8-[(2-cyano-2-methylideneethyl)amino]-7-methoxynaphthalen-2-yl}-N-(1-methylpiperidin-4-yl)-1,3-thiazole-2-carboxamide